N-(5-bromo-1,3-thiazol-2-yl)-2,2,6,6-tetramethyloxane-4-carboxamide BrC1=CN=C(S1)NC(=O)C1CC(OC(C1)(C)C)(C)C